[Co+2].N1=C(C=CC=C1)C1=NC=CC=C1.N1=C(C=CC=C1)C1=NC=CC=C1.N1=C(C=CC=C1)C1=NC=CC=C1 tris(bipyridine) cobalt(II)